CCCCCCCCCCCCCCCCCCCCCCCCC(C(=O)N[C@@H](COP(=O)(O)O[C@@H]1[C@@H]([C@@H]([C@H]([C@@H]([C@H]1OC2[C@H]([C@H]([C@@H]([C@H](O2)CO)O)O)O)O)O)O)O)[C@@H](C(CCCCCCCCCCCCCCCC)O)O)O The molecule is a mannosylated ceramide phosphoinositol compound having a hexacosanyl group attached to the ceramide nitrogen, hydroxylation at C-4 of the long chain base, and hydroxylation at C-2 of the very long chain fatty acid. It derives from an Ins-1-P-Cer(t18:0/2-OH-26:0).